N-(2-(4-(1-Acetyl-2-methyl-1,2,3,4-tetrahydroquinolin-6-yl)phenyl)-2-oxoethyl)-6-(2-aminopyrimidin-5-yl)-8-morpholinoimidazo[1,2-a]pyrazine-2-carboxamide C(C)(=O)N1C(CCC2=CC(=CC=C12)C1=CC=C(C=C1)C(CNC(=O)C=1N=C2N(C=C(N=C2N2CCOCC2)C=2C=NC(=NC2)N)C1)=O)C